C1(CC=CCC1)=O cyclohex-3-ene-1-one